ClC(=C1[C@@H]2CC[C@H]1C1=C(C=CC=C21)NC(=O)C=2C(=NN(C2)C)C(F)F)Cl N-[(1R-4S)-9-(dichloromethylene)-1,2,3,4-tetrahydro-1,4-methanonaphthalen-5-yl]-3-(difluoromethyl)-1-methyl-1H-pyrazole-4-carboxamide